Cl.FC1=C(CN2CCOCC2)C(=CC(=C1)C1=C2N=C(C=NC2=CC=C1)C=1C=NN(C1)C1CCNCC1)F 4-(2,6-difluoro-4-(3-(1-(piperidin-4-yl)-1H-pyrazol-4-yl)quinoxalin-5-yl)benzyl)morpholine hydrochloride